C(C)(C)(C)OC(=O)N1CC(CC1)N1C(=NC=2C1=C1C(=NC2)NC=C1)[C@@H](C)O 3-(2-((R)-1-hydroxyethyl)imidazo[4,5-d]pyrrolo[2,3-b]pyridin-1(6H)-yl)pyrrolidine-1-carboxylic acid tert-butyl ester